NC(C)C=1C=C(C2=C(N=C(O2)C=2C(=C(C=CC2)C2=C(C(=CC=C2)NC(=O)C=2N(C3=C(CN(CC3)C)N2)C)Cl)C)C1)Cl N-(3'-(5-(1-aminoethyl)-7-chlorobenzo[d]oxazol-2-yl)-2-chloro-2'-methyl-[1,1'-biphenyl]-3-yl)-1,5-dimethyl-4,5,6,7-tetrahydro-1H-imidazo[4,5-c]pyridine-2-carboxamide